5-(3-(furan-3-yl)phenyl)-1,3,4-oxadiazol-2-amine O1C=C(C=C1)C=1C=C(C=CC1)C1=NN=C(O1)N